Cl.NC1=NC=C(C2=C1C=NN2)NC(=O)C(=O)N(CC2=NC=C(C=C2)C(F)(F)F)CC2=C(C=CC=C2)F N-(4-amino-1H-pyrazolo[4,3-c]pyridin-7-yl)-N'-[(2-fluorophenyl)methyl]-N'-[[5-(trifluoromethyl)-2-pyridyl]methyl]oxamide Hydrogen chloride